N4-benzoyl-2'-O-methyl-cytidinelauroyl-potassium sarcosinate N(C)CC(=O)O.C(C1=CC=CC=C1)(=O)NC1=NC(N([C@]2([C@H](OC)[C@H](O)[C@@H](CO)O2)CCCCCCCCCCCC(=O)[K])C=C1)=O